8-methyl-8-n-propoxycarbonyltetracyclo[4.4.0.12,5.17,10]-3-dodecene CC1(C2C3C4C=CC(C3C(C1)C2)C4)C(=O)OCCC